ClC1=CC=C(C=C1)N1CCN(CC1)CC1CN(CCC1)C1=NC=2N(C(=N1)N)N=C(N2)C=2OC=CC2 5-(3-((4-(4-chlorophenyl)piperazin-1-yl)methyl)piperidin-1-yl)-2-(furan-2-yl)-[1,2,4]triazolo[1,5-a][1,3,5]triazine-7-amine